10-undecenoic acid C(CCCCCCCCC=C)(=O)O